NC1=NC(=C(C=2C1=NN(N2)CC2=NC(=CC=C2)C)C2=CC=NN2CC)C2=C(C#N)C=CC=C2 (4-amino-7-(1-ethyl-1H-pyrazol-5-yl)-2-((6-methylpyridin-2-yl)methyl)-2H-[1,2,3]triazolo[4,5-c]pyridin-6-yl)benzonitrile